2-methoxy-5-[[2-oxo-2-[(2R,5S)-2-(3-amino-4-sulfanyl-phenyl)-5-methyl-1-piperidyl]acetyl]amino]pyridine-3-carboxamide COC1=NC=C(C=C1C(=O)N)NC(C(N1[C@H](CC[C@@H](C1)C)C1=CC(=C(C=C1)S)N)=O)=O